rac-(1R,2S)-2-aminocyclopentan-1-ol hydrochloride Cl.N[C@@H]1[C@@H](CCC1)O |r|